L-lysyl-L-prolyl-L-arginylglycine N[C@@H](CCCCN)C(=O)N1[C@@H](CCC1)C(=O)N[C@@H](CCCNC(N)=N)C(=O)NCC(=O)O